4-(2-{5-chloro-2-oxo-1,2-dihydrospiro[indole-3,4'-piperidin]-1'-yl}ethoxy)-N-(1,1-dioxo-1λ6-thian-4-yl)-2-fluorobenzamide ClC=1C=C2C(=CC1)NC(C21CCN(CC1)CCOC1=CC(=C(C(=O)NC2CCS(CC2)(=O)=O)C=C1)F)=O